(1R,5S)-diethyl 9-benzyl-3-(phenylsulfonyl)-3,9-diazabicyclo[3.3.1]nonane-7,7-dicarboxylate C(C1=CC=CC=C1)N1[C@H]2CN(C[C@@H]1CC(C2)(C(=O)OCC)C(=O)OCC)S(=O)(=O)C2=CC=CC=C2